5-methyl-7-propylimidazo[5,1-f][1,2,4]triazin-4(3H)-one CC=1N=C(N2N=CNC(C21)=O)CCC